ClC=1C=NC=C(C1NC(C1=CC(=C(C=C1)OC(F)F)OCCCN1CCC(CC1)C1=C2CN(C(C2=CC(=C1)F)=O)C1C(NC(CC1)=O)=O)=O)Cl N-(3,5-Dichloropyridin-4-yl)-4-(difluoromethoxy)-3-(3-(4-(2-(2,6-dioxopiperidin-3-yl)-6-fluoro-1-oxoisoindolin-4-yl)piperidin-1-yl)propoxy)benzamide